(4-(2-(1-(1-(3-isopropyl-1,2,4-oxadiazol-5-yl)piperidin-4-yl)ethoxy)thiazolo[5,4-b]pyridin-5-yl)phenyl)(morpholino)methanone C(C)(C)C1=NOC(=N1)N1CCC(CC1)C(C)OC=1SC2=NC(=CC=C2N1)C1=CC=C(C=C1)C(=O)N1CCOCC1